(1R,3S,5S)-N-(4-chloro-3-(2H-1,2,3-triazol-2-yl)phenyl)-3-methyl-1-((5-methyl-1,3,4-oxadiazol-2-yl)methyl)-6-azabicyclo[3.1.1]heptane-6-carboxamide ClC1=C(C=C(C=C1)NC(=O)N1[C@H]2C[C@@H](C[C@@]1(C2)CC=2OC(=NN2)C)C)N2N=CC=N2